(2-Chloro-4-((3-(3-fluoro-4-methoxy-phenyl)imidazo[1,2-a]pyrazin-8-yl)amino)phenyl)(4-(2-(dimethyl-amino)ethyl)piperazin-1-yl)methanone ClC1=C(C=CC(=C1)NC=1C=2N(C=CN1)C(=CN2)C2=CC(=C(C=C2)OC)F)C(=O)N2CCN(CC2)CCN(C)C